(Z)-N-(2-(dimethylamino)ethyl)-2-(5-fluoro-1-(4-(4-fluorophenoxy)benzylidene)-2-methyl-1H-inden-3-yl)acetamide CN(CCNC(CC1=C(/C(/C2=CC=C(C=C12)F)=C/C1=CC=C(C=C1)OC1=CC=C(C=C1)F)C)=O)C